2'-methyl-4'H-spiro[cyclopropan-1,3'-pyrazino[1,2-b]indazol]-1'-one CN1C(C=2N(N=C3C=CC=CC23)CC12CC2)=O